N'-(2-Chloroacetoxy)-3-(4-chlorophenyl)-3-hydroxycyclobutanecarboxamidine ClCC(=O)ON=C(N)C1CC(C1)(O)C1=CC=C(C=C1)Cl